C1(CC1)NC[C@H](C)O (2S)-1-(cyclopropylamino)propan-2-ol